N,N'-bis[9-(3,5-diethylphenyl)-9H-carbazol-2-yl]-N,N'-diphenyl-naphtho[2,3-b:6,7-b']bisbenzofuran-3,10-diamine C(C)C=1C=C(C=C(C1)CC)N1C2=CC=CC=C2C=2C=CC(=CC12)N(C1=CC2=C(C3=C(O2)C=C2C=C4C(OC5=C4C=CC(=C5)N(C5=CC=CC=C5)C5=CC=4N(C6=CC=CC=C6C4C=C5)C5=CC(=CC(=C5)CC)CC)=CC2=C3)C=C1)C1=CC=CC=C1